BrC1=CC=2C(C(C=3C=CC=C4C3C2C(=C1)C4(C)C)(C)C)(C)C 2-bromo-4,4,8,8,9,9-hexamethyl-8,9-dihydro-4H-cyclopenta[def]phenanthrene